FC1=CC=2N(C=C1N=C(C1=CC=CC=C1)C1=CC=CC=C1)C=C(N2)C N-(7-fluoro-2-methylimidazo[1,2-a]pyridin-6-yl)-1,1-diphenylmethanimine